O=CC(CCC(=O)[O-])C1=CC=CC=C1 5-oxo-4-phenylpentanoate